C(C)(C)NN1N=CC2=CC(=CC=C12)OC (isopropylamino)-5-methoxy-1H-indazol